6-Chloro-7-(4-((3S,6R)-6-cyclopropylmorpholin-3-yl)phenyl)-3-((4-hydroxy-1-(1-methylcyclopropane-1-carbonyl)piperidin-4-yl)methyl)-3,7-dihydro-4H-pyrrolo[2,3-d]pyrimidin-4-one ClC1=CC2=C(N=CN(C2=O)CC2(CCN(CC2)C(=O)C2(CC2)C)O)N1C1=CC=C(C=C1)[C@@H]1NC[C@H](OC1)C1CC1